[N-](S(=O)(=O)C(F)(F)F)S(=O)(=O)C(F)(F)F.C(C=C)N1CN(C=C1)C=C 1-allyl-3-vinyl-imidazole trifluoromethanesulfonimide salt